6-(Thiophen-2-yl)naphthalen-2-ol S1C(=CC=C1)C=1C=C2C=CC(=CC2=CC1)O